C(CCC)(=O)N1CCCC1 butyrylpyrrolidine